tert-butyl (2R,5S)-5-((benzyloxy)methyl)-2-(2-bromo-6-chloropyridin-4-yl)morpholine-4-carboxylate C(C1=CC=CC=C1)OC[C@H]1CO[C@@H](CN1C(=O)OC(C)(C)C)C1=CC(=NC(=C1)Cl)Br